C(#N)C1=CC(=C(OC=2N=NC(=C(C2C(=O)NC2=CC(=CC=C2)[S@@](=O)(=NC(CNC)=O)C)C)C2=CC=C(C=C2)C)C=C1)OC (R)-3-(4-cyano-2-methoxyphenoxy)-5-methyl-N-(3-(S-methyl-N-(methylglycyl)sulphonimidoyl)phenyl)-6-(p-tolyl)pyridazine-4-carboxamide